C1(CC1)C=1N=NN(C1)[C@H](C(=O)N1[C@@H](C[C@H](C1)O)C(=O)NC1CCC=2N(C1)C=C(N2)C2=CC=CC=C2)C(C)(C)C (2S,4R)-1-[(2S)-2-(4-cyclopropyltriazol-1-yl)-3,3-dimethyl-butanoyl]-4-hydroxy-N-(2-phenyl-5,6,7,8-tetrahydroimidazo[1,2-a]pyridin-6-yl)pyrrolidine-2-carboxamide